6-methyl-2-(3-((2-(trifluoromethyl)phenoxy)methyl)azetidin-1-yl)pyrimidine-4-carboxylic acid CC1=CC(=NC(=N1)N1CC(C1)COC1=C(C=CC=C1)C(F)(F)F)C(=O)O